ClC=1C=C(CNC(C(C)(C2=CC=C(C=C2)S(N)(=O)=O)C)=O)C=CC1C1C(NC(CC1)=O)=O N-(3-chloro-4-(2,6-dioxopiperidin-3-yl)benzyl)-2-methyl-2-(4-sulfamoylphenyl)propanamide